tert-butyl 3-(3-chloro-5-isopropylisoquinolin-8-yl)azetidine-1-carboxylate ClC=1N=CC2=C(C=CC(=C2C1)C(C)C)C1CN(C1)C(=O)OC(C)(C)C